1-chloro-2,4-dinitronitrobenzene ClC1=C(C(=C(C=C1)[N+](=O)[O-])[N+](=O)[O-])[N+](=O)[O-]